FC1=C(C(=O)[O-])C=C(C(=C1)[N+](=O)[O-])N1C=NC(=C1)C 2-fluoro-5-(4-methyl-1H-imidazol-1-yl)-4-nitrobenzoate